[Pb]=S lead (II)-sulfide